tetrahydro-2-(6-isopropenyl-3-methyl-9-decenyloxy)-2H-pyran C(=C)(C)C(CCC(CCOC1OCCCC1)C)CCC=C